(benzo[d]thiazol-2-yl)-1-methylpyrrolidin-2-one S1C(=NC2=C1C=CC=C2)C2C(N(CC2)C)=O